1-[3-(3,5-Difluorophenyl)-6-{6-[(hydroxyimino)methyl]pyridin-2-yl}chinolin-4-yl]piperidin-4-amin FC=1C=C(C=C(C1)F)C=1C=NC2=CC=C(C=C2C1N1CCC(CC1)N)C1=NC(=CC=C1)C=NO